tert-butyl (2R,5S)-5-methyl-2-[1-(1-tetrahydropyran-2-ylpyrazol-3-yl)pyrazol-3-yl]piperidine-1-carboxylate C[C@H]1CC[C@@H](N(C1)C(=O)OC(C)(C)C)C1=NN(C=C1)C1=NN(C=C1)C1OCCCC1